(R)-N-((S)-1'-(5-iodo-1-methyl-6-oxo-1,6-dihydropyrimidin-2-yl)-5-((trimethylsilyl)ethynyl)-1,3-dihydrospiro[indene-2,4'-piperidin]-3-yl)-2-methylpropane-2-sulfinamide IC1=CN=C(N(C1=O)C)N1CCC2(CC1)CC1=CC=C(C=C1[C@H]2N[S@](=O)C(C)(C)C)C#C[Si](C)(C)C